COC(C1=NC(=CC=C1O)CCCCCN1CCN(CC1)C)=O 3-hydroxy-6-(5-(4-methylpiperazin-1-yl)pentyl)picolinic acid methyl ester